C(C)C1=CC=CC2=C(C3=CC=CC=C3C(=C12)OC(=O)C1C(C2C(=CC1C2)C)C(=O)O)OC(=O)C2C(C1C(=CC2C1)C)C(=O)O 1-ethyl-9,10-bis[2-carboxy(3,6-methano-4-methyl-4-cyclohexenyl)]carbonyloxyanthracene